FC=1C=CC=C2C(NN=C(C12)C1=CC2=C(NC(=N2)NC(OC(C)(C)C)=O)C=C1)=O tert-Butyl (5-(8-fluoro-4-oxo-3,4-dihydrophthalazin-1-yl)-1H-benzimidazol-2-yl)carbamate